ethyl 2-(8-((tert-butylsulfinyl)amino)-1,4-dioxaspiro[4.5]decan-8-yl)-2,2-difluoroacetate C(C)(C)(C)S(=O)NC1(CCC2(OCCO2)CC1)C(C(=O)OCC)(F)F